3-(9-fluoro-2-(3,3,4,4,5,5-hexafluoropiperidine-1-carbonyl)-1,2,3,4-tetrahydro-[1,4]diazepino[6,7,1-hi]indol-7-yl)-4-(imidazo[1,2-a]pyridin-3-yl)-1H-pyrrole-2,5-dione FC=1C=C2C(=CN3C2=C(C1)CN(CC3)C(=O)N3CC(C(C(C3)(F)F)(F)F)(F)F)C=3C(NC(C3C3=CN=C1N3C=CC=C1)=O)=O